4-[4-(2,2-difluoro-benzo[1,3]dioxol-4-yl)-2,6-difluoro-phenoxy]-butyric acid FC1(OC2=C(O1)C=CC=C2C2=CC(=C(OCCCC(=O)O)C(=C2)F)F)F